5-fluoro-N,N-diisopropylbenzamide di-TFA salt OC(=O)C(F)(F)F.OC(=O)C(F)(F)F.FC=1C=CC=C(C(=O)N(C(C)C)C(C)C)C1